4-[1-(4,4-difluorocyclohexyl)-5-fluoro-4-hydroxy-2-(2-methoxy-1,1-dimethyl-ethyl)indol-2-yl]benzoic acid FC1(CCC(CC1)N1C(CC2=C(C(=CC=C12)F)O)(C(COC)(C)C)C1=CC=C(C(=O)O)C=C1)F